(S)-3-(ethoxymethyl)-3-(2-(5-methylthiophen-3-yl)vinyl)pyrrolidine-1-carboxylic acid tert-butyl ester C(C)(C)(C)OC(=O)N1C[C@](CC1)(C=CC1=CSC(=C1)C)COCC